C(C)N(C)CC1=CC=CC=C1 N-ethyl-N-methylbenzylamine